COC1=C(CN(CC(=O)OC(C)(C)C)C)C(=CC(=C1)C1=CN(C(C2=CN=CC=C12)=O)C)OC Tert-Butyl N-(2,6-Dimethoxy-4-(2-Methyl-1-Oxo-1,2-Dihydro-2,7-Naphthyridin-4-Yl)Benzyl)-N-Methylglycinate